C(#N)C=1C(=CC(=NC1)NC(N(C)C1=NC(=C(C=C1)CN1C(CN(CC1)C)=O)C=O)=O)OC1CCCC1 3-(5-cyano-4-(cyclopentyloxy)pyridin-2-yl)-1-(6-formyl-5-((4-methyl-2-oxopiperazin-1-yl)methyl)pyridin-2-yl)-1-methylurea